1,1-dimethyl-2,2-dibromoethyl carbamate C(N)(OC(C(Br)Br)(C)C)=O